NC1=CC=C(C(=C1C1=CC(N2[C@@H](CCC2C1)C(=O)OCC=O)=O)F)Cl 2-oxoethyl (3S)-7-(6-amino-3-chloro-2-fluorophenyl)-5-oxo-1,2,3,5,8,8a-hexahydroindolizine-3-carboxylate